BrC1=CC(=C(C(=C1)C#C)N1C=CC=C1)C#C 1-(4-Bromo-2,6-diethynylphenyl)-1H-pyrrole